dititanium vanadium aluminium carbon [C].[Al].[V].[Ti].[Ti]